5-(naphthalen-2-yl)pent-4-en-1-ol C1=C(C=CC2=CC=CC=C12)C=CCCCO